BrC1=C(C(=CC(=C1O)Br)/C=N/C1=CC=C(C=C1)C=1OC2=C(N1)C=C(C=C2)C)O (E)-2,4-dibromo-6-(((4-(5-methylbenzo[d]oxazol-2-yl)phenyl)imino)methyl)benzene-1,3-diol